(E)-3-(5-thiophen-2-ylfuran-2-yl)prop-2-enoic acid S1C(=CC=C1)C1=CC=C(O1)/C=C/C(=O)O